3-METHOXYTHIOPHENE-2-BORONIC ACID COC1=C(SC=C1)B(O)O